CN1N=C(C=C1S(=O)(=O)N1CC2(C1)CN(C2)[C@H](C)C2CCOCC2)C(F)(F)F |r| rac-2-((1-methyl-3-(trifluoromethyl)-1H-pyrazol-5-yl)sulfonyl)-6-(1-(tetrahydro-2H-pyran-4-yl)ethyl)-2,6-diazaspiro[3.3]heptane